4,4-diamino-2,2-bipyridyl NC1(CC(=NC=C1)C1=NC=CC=C1)N